6-(4-cyclopropyl-6-(pyrrolidin-1-yl)pyrimidin-5-yl)-1-(4-(1-methyl-4-(trifluoromethyl)-1H-imidazol-2-yl)benzyl)-1H-pyrazolo[3,4-d]pyrimidine C1(CC1)C1=NC=NC(=C1C1=NC=C2C(=N1)N(N=C2)CC2=CC=C(C=C2)C=2N(C=C(N2)C(F)(F)F)C)N2CCCC2